[Si](C)(C)(C(C)(C)C)O[C@H]1CN(CCC1)C1=CC(=NC=C1)C1=CN=C2N1N=C(C=C2)Cl (R)-3-(4-(3-((tert-butyldimethylsilyl)oxy)piperidin-1-yl)pyridin-2-yl)-6-chloroimidazo[1,2-b]pyridazine